FC1=CC=C(OC2=CC=C(C=C2)C2CCCN3C2=NS(CC3)(=O)=O)C=C1 9-[4-(4-fluorophenoxy)phenyl]-3,4,6,7,8,9-hexahydropyrido[2,1-c][1,2,4]thiadiazine 2,2-dioxide